ClC=1C=CC(=C(C1)C1=C(C=NC(=C1)C)C(=O)NC=1SC=2C(=NC=C(N2)N2CC=3C(CC2)=NOC3)N1)OC 4-(5-chloro-2-methoxy-phenyl)-N-[6-(6,7-dihydro-4H-isoxazolo[4,3-c]pyridin-5-yl)thiazolo[4,5-b]pyrazin-2-yl]-6-methyl-pyridine-3-carboxamide